hexahydro-cyclopenta[c]pyrrole-2(1H)-carboxylate C1N(CC2C1CCC2)C(=O)[O-]